C(C)(=O)N1CCC(CC1)NCC1=C(C=C(C=C1)C1=C(C#N)C(=CC=N1)C1=C(C(=CC=C1)C1=NC(=C(C=C1)CNC1CCN(CC1)C(C)=O)OC)Cl)OC 2-(4-(((1-acetylpiperidin-4-yl)amino)methyl)-3-methoxyphenyl)-4-(3-(5-(((1-acetylpiperidin-4-yl)amino)methyl)-6-methoxypyridin-2-yl)-2-chlorophenyl)nicotinonitrile